potassium O-ethylxanthate C(C)OC(=S)[S-].[K+]